3-[(3R,4R)-4-Methyl-3-[methyl(7H-pyrrolo[2,3-d]pyrimidin-4-yl)amino]piperidin-1-yl]-3-oxopropanenitrile C[C@H]1[C@H](CN(CC1)C(CC#N)=O)N(C=1C2=C(N=CN1)NC=C2)C